ClC1=CC=2N(C=C1)N=CC2C2=NC(=CC(=C2)Cl)N2CCNCC2 5-chloro-3-(4-chloro-6-(piperazin-1-yl)pyridin-2-yl)pyrazolo[1,5-a]pyridine